6-((4-amino-2-chlorophenoxy)methyl)pyridinenitrile NC1=CC(=C(OCC2=CC=CC(=N2)C#N)C=C1)Cl